C(C=C)(=O)[O-].[Cr+2].C(C=C)(=O)[O-] chromium(II) acrylate